N,N'-diphenyl-N,N'-di(alpha-naphthyl)benzidine C1(=CC=CC=C1)N(C1=CC=C(C=C1)C1=CC=C(N(C2=CC=CC3=CC=CC=C23)C2=CC=CC=C2)C=C1)C1=CC=CC2=CC=CC=C12